C1CC12CCN(CC2)C=2C(=NC=C(N2)N2C(OCC2(C)C)=O)C(=O)NC2=NC(=CC=C2)N2C[C@H](OCC2)C 3-(6-azaspiro[2.5]oct-6-yl)-5-(4,4-dimethyl-2-oxo-1,3-oxazolidin-3-yl)-N-(6-((2R)-2-methyl-4-morpholinyl)-2-pyridinyl)-2-pyrazinecarboxamide